3-(2-Chloro-6-methyl-4-pyridyl)-2-(3-cyano-2-methyl-phenyl)-N-(2-hydroxy-2-methyl-propyl)pyrazolo[1,5-a]pyrimidine-5-carboxamide ClC1=NC(=CC(=C1)C=1C(=NN2C1N=C(C=C2)C(=O)NCC(C)(C)O)C2=C(C(=CC=C2)C#N)C)C